(2-(2,6-Diethylphenyl)-3,3-dimethyl-2-azaspiro[4.5]decan-1-yl)(2-isopropoxy-5-nitrobenzylidene)ruthenium(II) dichloride C(C)C1=C(C(=CC=C1)CC)N1C(C2(CC1(C)C)CCCCC2)[Ru-3](=CC2=C(C=CC(=C2)[N+](=O)[O-])OC(C)C)(Cl)Cl